3-(5-bromo-3H-imidazo[4,5-b]pyridin-3-yl)aniline BrC1=CC=C2C(=N1)N(C=N2)C=2C=C(N)C=CC2